CC1=C(C(=O)NOC)C=C(C(=C1)OC)OC 2-methyl-N,4,5-trimethoxybenzamide